6-(2-amino-6-fluoro-5-(4-((1-methylpiperidin-4-yl)oxy)phenyl)pyridin-3-yl)-3,4-dihydroisoquinolin-1(2H)-one NC1=NC(=C(C=C1C=1C=C2CCNC(C2=CC1)=O)C1=CC=C(C=C1)OC1CCN(CC1)C)F